O.O.[Sn](Cl)Cl Tin (II) Chloride dihydrate